calcium phosphorus calcium [Ca].[P].[Ca]